(2R,3S)-3-(2-((4-bromo-1H-benzo[d]imidazol-5-yl)amino)-4,5-dihydro-1H-imidazole-1-carbonyl)-2-((1-methyl-1H-imidazol-5-yl)methyl)pentyl (9Z,12Z)-octadeca-9,12-dienoate C(CCCCCCC\C=C/C\C=C/CCCCC)(=O)OC[C@@H]([C@H](CC)C(=O)N1C(=NCC1)NC1=C(C2=C(NC=N2)C=C1)Br)CC1=CN=CN1C